N(=O)C=1C(=C(C(=O)N)C=CC1C(=O)O)N=O dinitrosoterephthalic amide